O=C1OC[C@H](N1)CCC(=O)OC methyl 3-[(4R)-2-oxooxazolidin-4-yl]propanoate